((2S)-4-(benzylamino)tetrahydrofuran-2-yl)((S)-1-(4-fluorophenyl)-3,4-dihydroisoquinolin-2(1H)-yl)methanone C(C1=CC=CC=C1)NC1C[C@H](OC1)C(=O)N1[C@H](C2=CC=CC=C2CC1)C1=CC=C(C=C1)F